2-Chlorobenzo[d]thiazol-4-amine ClC=1SC=2C(N1)=C(C=CC2)N